(4-(3,5,6-triphenylpyrazin-2-yl)phenyl)boronic acid C1(=CC=CC=C1)C=1C(=NC(=C(N1)C1=CC=CC=C1)C1=CC=CC=C1)C1=CC=C(C=C1)B(O)O